FC(C)(F)C1=NC(=CC(=N1)NC1=CC(=NC=C1OCCC1=NC=CC=C1)NC(C)=O)C N-(4-((2-(1,1-difluoroethyl)-6-methylpyrimidin-4-yl)amino)-5-(2-(pyridin-2-yl)ethoxy)pyridin-2-yl)acetamide